N1(CCCCCC1)C1=C(C(=NC(=N1)Cl)C[C@]1(CCC2=C(C=CC=C12)Cl)N[S@](=O)C(C)(C)C)CO (R)-N-((S)-1-((6-(azepan-1-yl)-2-chloro-5-(hydroxymethyl)pyrimidin-4-yl)methyl)-4-chloro-2,3-dihydro-1H-inden-1-yl)-2-methylpropan-2-sulfinamide